5-[2-(5-chloro-2-oxospiro[indoline-3,4'-piperidin]-1'-yl)ethoxy]-1-(3-hydroxy-3-methylcyclobutyl)-7-(trifluoromethyl)-1H-indazole-3-carbonitrile ClC=1C=C2C(=CC1)NC(C21CCN(CC1)CCOC=1C=C2C(=NN(C2=C(C1)C(F)(F)F)C1CC(C1)(C)O)C#N)=O